C(C)OC(=O)C1=NN(C=2C(NCCC21)=O)CC(C)O 1-(2-hydroxypropyl)-7-oxo-4,5,6,7-tetrahydro-1H-pyrazolo[3,4-c]Pyridine-3-carboxylic acid ethyl ester